allyloxyamine C(C=C)ON